2-(2-fluoro-4-(pyrrolidin-3-yl)phenyl)-N-(1-methylpiperidin-4-yl)benzo[d]imidazo[2,1-b]thiazole-7-carboxamide FC1=C(C=CC(=C1)C1CNCC1)C=1N=C2SC3=C(N2C1)C=CC(=C3)C(=O)NC3CCN(CC3)C